6-({1-[(3S,5S)-5-carbamoylpyrrolidin-3-yl]azetidin-3-yl}oxy)-2-hydroxybenzoic acid C(N)(=O)[C@@H]1C[C@@H](CN1)N1CC(C1)OC1=CC=CC(=C1C(=O)O)O